N-{4-[7-ethenyl-3-(pyridin-2-yl)-1-{[2-(trimethylsilyl)ethoxy]methyl}-1H-pyrrolo[3,2-b]pyridin-2-yl]pyridin-2-yl}acetamide C(=C)C1=C2C(=NC=C1)C(=C(N2COCC[Si](C)(C)C)C2=CC(=NC=C2)NC(C)=O)C2=NC=CC=C2